[N+](=O)(OCCCCC(C)(C)C1=CC(=C2[C@@H]3[C@@H](C(OC2=C1)(C)C)CCC(=C3)CO)O)[O-] [5-[(6As,10aS)-1-hydroxy-9-(hydroxymethyl)-6,6-dimethyl-6a,7,8,10a-tetrahydrobenzo[c]chromen-3-yl]-5-methylhexyl] nitrate